1-methyl-4-amino-3,5-dinitropyrazole CN1N=C(C(=C1[N+](=O)[O-])N)[N+](=O)[O-]